2-{[4-(2,6-diazaspiro[3.3]hept-2-yl)phenyl]amino}-6-(2,6-dichlorophenyl)imidazo[1,2-a]pyrimido[5,4-e]pyrimidin-5(6H)-one C1N(CC12CNC2)C2=CC=C(C=C2)NC=2N=CC=1C(N(C=3N(C1N2)C=CN3)C3=C(C=CC=C3Cl)Cl)=O